Cl.FC(C1=NC2=CC=CC=C2C(=N1)OCCCN1CCC(CC1)(O)C)F 1-(3-((2-(difluoromethyl)quinazolin-4-yl)oxy)propyl)-4-methylpiperidin-4-ol hydrochloride